(R)-N-(4-(3-(2-methylpiperidin-1-yl)-3-oxopropyl)-1-phenyl-1H-imidazol-2-yl)-3-(1H-pyrazol-4-yl)benzamide C[C@H]1N(CCCC1)C(CCC=1N=C(N(C1)C1=CC=CC=C1)NC(C1=CC(=CC=C1)C=1C=NNC1)=O)=O